Tetrahydrophthalimide C1C=CCC2C1C(=O)NC2=O